BrCC(=O)OC=COC(CBr)=O 1,2-bis(bromoacetoxy)ethaneN